ClC1=CC(=CS1)CN1C(C(C2=CC=CC=C12)(C)C)=O 1-((5-Chlorothien-3-yl)methyl)-3,3-dimethyl-2-oxoindoline